(R)-4-((3S,5R,10S,13R,14R,17R)-3-(methoxymethoxy)-4,4,10,13,14-pentamethyl-2,3,4,5,6,7,10,11,12,13,14,15,16,17-tetradecahydro-1H-cyclopenta[a]phenanthrene-17-yl)pentanal COCO[C@H]1CC[C@@]2(C=3CC[C@@]4([C@H](CC[C@]4(C3CC[C@H]2C1(C)C)C)[C@@H](CCC=O)C)C)C